ClC=1C(=NC(=C(C1Cl)F)C1=C(C(=C(C=C1)Cl)OC)F)C(=O)OC Methyl 3,4-dichloro-6-(4-chloro-2-fluoro-3-methoxyphenyl)-5-fluoropicolinate